(6-chloro-2,4-dioxo-1H-quinazolin-3-yl)acetic acid ClC=1C=C2C(N(C(NC2=CC1)=O)CC(=O)O)=O